methyl (S)-4-amino-3-(oxetane-2-carboxamido)benzoate NC1=C(C=C(C(=O)OC)C=C1)NC(=O)[C@H]1OCC1